C(CCCCCCC)NCCCCCCCC di(n-octyl)amine